OC(=O)C(F)(F)F.FC1(C[C@H](NC1)CONC(=O)[C@H]1N2C(N([C@H](C=C1C)C2)O[C@H](C(=O)OCC)F)=O)F Ethyl (2S)-2-(((2S,5R)-2-((((S)-4,4-difluoropyrrolidin-2-yl) methoxy) carbamoyl)-3-methyl-7-oxo-1,6-diazabicyclo[3.2.1]oct-3-en-6-yl) oxy)-2-fluoroacetate TFA salt